ClC=1C=C(C=CC1F)NC(N([C@@H](C)C1=CN=C(C2=CC=CC=C12)OC)CC)=O (S)-3-(3-chloro-4-fluorophenyl)-1-ethyl-1-(1-(1-methoxyisoquinolin-4-yl)ethyl)urea